FC(OC1=C(CC=2C(=C(C=C(C2)C)C(=N)N(C)CC)C)C=CC=C1)F (3-(2-(difluoromethoxy)benzyl)-2,5-dimethylphenyl)-N-ethyl-N-methylformamidine